ClC1=C(C(=O)N2CC3=CC=CC(=C3CC2)[C@H](CC(=O)O)C2=CC3=C(N(N=N3)C)C(=C2)OC)C=C(C=C1)OC (R)-3-[2-(2-chloro-5-methoxybenzoyl)-1,2,3,4-tetrahydroisoquinolin-5-yl]-3-(7-methoxy-1-methyl-1H-benzo[d][1,2,3]triazol-5-yl)propionic acid